[C].O=[C] oxocarbon carbon